CC1(OB(OC1(C)C)C1=CC=CC2=C1N(C=N2)CC2CN(CCOC2)C(=O)OC(C)(C)C)C tert-butyl 6-[[7-(4,4,5,5-tetramethyl-1,3,2-dioxaborolan-2-yl)benzimidazol-1-yl]methyl]-1,4-oxazepane-4-carboxylate